[AsH]([O-])([O-])=O.[NH4+].[NH4+] ammonium arsonate